((E)-4-fluorobenzylidene)-5-chloro-2,3-dihydro-1H-inden-1-one oxime FC1=CC=C(\C=C/2\C(C3=CC=C(C=C3C2)Cl)=NO)C=C1